ClC1=C(C(=C(S1)C(=O)O)F)I chloro-3-fluoro-4-iodo-thiophene-2-carboxylic acid